(4-((2S,4R)-1-((5-methoxy-7-methyl-1H-indol-4-yl)methyl)-4-methylpiperidin-2-yl)phenyl)(methyl)phosphinic acid COC=1C(=C2C=CNC2=C(C1)C)CN1[C@@H](C[C@@H](CC1)C)C1=CC=C(C=C1)P(O)(=O)C